4-{2,4-dichloro-6-[(1-methylcyclopropyl)sulfamoyl]quinazolin-8-yl}-N,N-dimethylpiperazine-1-carboxamide ClC1=NC2=C(C=C(C=C2C(=N1)Cl)S(NC1(CC1)C)(=O)=O)N1CCN(CC1)C(=O)N(C)C